ClC1=CC=C(CNC2=NC(=NC3=CC=CC=C23)NC(C)C)C=C1 N4-(4-chlorobenzyl)-N2-isopropylquinazoline-2,4-diamine